C(C)C=1C=NN2C1N=C(C=C2NCC=2C=C(C=NC2)O)N2[C@@H](CCCC2)CCO 5-[[[3-ethyl-5-[(2S)-2-(2-hydroxyethyl)-1-piperidyl]pyrazolo[1,5-a]pyrimidin-7-yl]amino]methyl]pyridin-3-ol